pyrazolecinnamaldehyde N1N=C(C=C1)C1=CC=CC=C1C=CC=O